FC1=C(C(=O)OC)C(=C(C=C1F)N(S(=O)(=O)CCC)S(=O)(=O)CCC)F methyl 2,3,6-trifluoro-5-(N-(propylsulfonyl)-propylsulfonamido)benzoate